1,1-diphenyl-N-[5-(2,2,2-trifluoroethyl)pyridin-2-yl]methanimine C1(=CC=CC=C1)C(=NC1=NC=C(C=C1)CC(F)(F)F)C1=CC=CC=C1